6-(1-methyl-1H-pyrazol-4-yl)pyrazine CN1N=CC(=C1)C1=CN=CC=N1